trimesic acid trisodium salt [Na+].[Na+].[Na+].C(C1=CC(C(=O)[O-])=CC(C(=O)[O-])=C1)(=O)[O-]